N1C(=NC=C1)C1=CC=C(C=C1)NC(COC1=CC=C2C(=NN(C2=C1)C)C1C(NC(CC1)=O)=O)=O N-(4-(1H-imidazol-2-yl)phenyl)-2-((3-(2,6-dioxopiperidin-3-yl)-1-methyl-1H-indazol-6-yl)oxy)acetamide